4,4'-sulfonylbis[phenol], sodium salt [Na].S(=O)(=O)(C1=CC=C(C=C1)O)C1=CC=C(C=C1)O